(5-Hydroxyimidazo[1,2-a]quinoline-4-carbonyl)glycine OC1=C(C=2N(C3=CC=CC=C13)C=CN2)C(=O)NCC(=O)O